4-((Dimethylamino)methyl)-N'-(tricyclo[6.2.0.03,6]deca-1,3(6),7-trien-2-ylcarbamoyl)benzenesulfonimidamide CN(C)CC1=CC=C(C=C1)S(=O)(N)=NC(NC1=C2CCC2=CC=2CCC12)=O